4-(2-ethyl-6-{6-formyl-1-oxo-3H-pyrrolo[3,4-c]pyridin-2-yl}pyridin-4-yl)-3-(4-methyl-1,2,4-triazol-3-yl)benzonitrile C(C)C1=NC(=CC(=C1)C1=C(C=C(C#N)C=C1)C1=NN=CN1C)N1CC=2C=NC(=CC2C1=O)C=O